4-(2-amino-4-nitrophenyl)-2-methyl-3-butyn-2-ol NC1=C(C=CC(=C1)[N+](=O)[O-])C#CC(C)(O)C